C1(CC1)S(=O)(=O)N1CCC(CC1)C1=C(C(=NC(=N1)N)C=1N=CN(C1)CC(F)F)C(F)(F)F (1-(cyclopropylsulfonyl)piperidin-4-yl)-4-(1-(2,2-difluoroethyl)-1H-imidazol-4-yl)-5-(trifluoromethyl)pyrimidin-2-amine